ClC1=C(C=NN1[C@@H]1[C@@H](CN(CC1)C1COC1)C)NC1=NC2=CC(=CC=C2C=N1)N1C(OCC1C)=O 3-[2-({5-chloro-1-[(3R,4S)-3-methyl-1-(oxetan-3-yl)piperidin-4-yl]-1H-pyrazol-4-yl}amino)quinazolin-7-yl]-4-methyl-1,3-oxazolidin-2-one